6-Chloro-4-[(3R,4S)-4-(4-chloro-2-hydroxy-anilino)-3-methyl-1-piperidinyl]-1-methyl-2-oxo-1,5-naphthyridine-3-carbonitrile ClC=1N=C2C(=C(C(N(C2=CC1)C)=O)C#N)N1C[C@H]([C@H](CC1)NC1=C(C=C(C=C1)Cl)O)C